COC1=CC=C(C=C1)C1=NN2C(=NC=3C(=CC=CC3C2=N1)C)N[C@H]1C(NCCCC1)=O (3R)-3-{[2-(4-methoxyphenyl)-7-methyl[1,2,4]triazolo[1,5-c]quinazolin-5-yl]amino}azepan-2-one